C(C)(C)(C)OC=1C(=C(C(=CC1)OC)C1=C(C=CC=C1C(C)C)C(C)C)P(C1CCCCC1)C1CCCCC1 [3-(tert-butoxy)-6-methoxy-2',6'-bis(propan-2-yl)-[1,1'-biphenyl]-2-yl]dicyclohexylphosphane